6-(pyridin-4-ylmethyl)spiro[3.3]heptan-2-amine N1=CC=C(C=C1)CC1CC2(CC(C2)N)C1